NC1(C(CCCC1)=O)C1=CC=C(C=C1)Cl 2-amino-2-(4-chlorophenyl)cyclohexanone